tert-butyl (R)-4-(3-((4-(oxetan-3-yloxy)-5-(trifluoromethyl) pyrimidin-2-yl) amino) piperidin-1-yl)-5,8-dihydropyrido[3,4-d]pyrimidine-7(6H)-carboxylate O1CC(C1)OC1=NC(=NC=C1C(F)(F)F)N[C@H]1CN(CCC1)C=1C2=C(N=CN1)CN(CC2)C(=O)OC(C)(C)C